bis(2,2-diphenylvinyl)biphenyl C1(=CC=CC=C1)C(=CC1=CC=C(C=C1)C1=CC=C(C=C1)C=C(C1=CC=CC=C1)C1=CC=CC=C1)C1=CC=CC=C1